CCC(CCCCCCCC(CCCCCCC)O)O octadecane-3,11-diol